C(CCC)C1=CC(=C(C=C1C)CC(C)NC(OC(C)(C)C)=O)OC tert-butyl (1-(4-butyl-2-methoxy-5-methylphenyl) propan-2-yl)carbamate